4-amino-N-(1-((2-fluoro-4-methoxyphenyl)amino)-6-methylisoquinolin-5-yl)quinazoline-8-carboxamide NC1=NC=NC2=C(C=CC=C12)C(=O)NC1=C2C=CN=C(C2=CC=C1C)NC1=C(C=C(C=C1)OC)F